C(C)(C)(C)OC(=O)N[C@H](C(=O)OC)CC1C(NC2=NC=CC=C21)=C=O methyl (2S)-2-((tert-butoxycarbonyl)amino)-3-(2-carbonyl-2,3-dihydro-1H-pyrrolo[2,3-b]pyridin-3-yl)propionate